CC(CNC(OCCO)=O)(CC(CCNC(OCCO)=O)C)C 7,7,9-trimethyl-4,13-dioxo-3,14-dioxa-5,12-diazahexadecane-1,16-diol